C(C)(C)(C)OC(=O)N1CC2(C1)CN(C2)C2=CC=C(C=N2)B(O)O [6-(2-t-butoxycarbonyl-2,6-diazaspiro[3.3]heptane-6-yl)-3-pyridinyl]boronic acid